NC1=NC(=NC=C1N(C(OC(C)(C)C)=O)C)C1=NN(C(=C1)C1=NOC=C1)CC1=C(C=CC=C1)F tert-Butyl (4-amino-2-(1-(2-fluorobenzyl)-5-(isoxazol-3-yl)-1H-pyrazol-3-yl)pyrimidin-5-yl)(methyl)carbamate